(1r,5s)-bicyclo[3.3.1]nonane C12CCCC(CCC1)C2